isopropyl trans-N-[4-[5-[2-(ethylsulfamoyl)-4-[1,1-dioxidothiomorpholino]phenyl] thiazol-2-yl]cyclohexyl]carbamate C(C)NS(=O)(=O)C1=C(C=CC(=C1)N1CCS(CC1)(=O)=O)C1=CN=C(S1)[C@@H]1CC[C@H](CC1)NC(OC(C)C)=O